NCCN1CCCCC1 N-(2-aminoethyl)-piperidine